sec-butyl (2-(hydroxyimino) ethyl) phosphonate P(OC(C)CC)(OCC=NO)=O